C(CCC)C=1C(=C(C(=C(C1)[SiH](C1=CC=CC=C1)C1=C([Si](C2=CC=CC=C2)(C(C)(C)C)Cl)C=CC=C1)CCCC)CCCC)CCCC tetrabutyl-diphenylsilyl-(TBDPS) chloride